FC=1C=C(C=CC1C)[C@]1(CN(CC1)C(NC1=C(C(=O)O)C=CC(=C1)OC)=S)C1=NC=NS1 |o1:8| (R or S)-2-(3-(3-fluoro-4-methylphenyl)-3-(1,2,4-thiadiazol-5-yl)pyrrolidine-1-carbothioamido)-4-methoxybenzoic acid